C(#N)C=1C=C(C=CC1)C1=CC2=C(C(=NO2)C=2C(=C(C(=CC2)OC)S(=O)(=O)N)OC)C(=C1)OC (6-(3-cyanophenyl)-4-methoxybenzo[d]isoxazol-3-yl)-2,6-dimethoxybenzenesulfonamide